CC12OCC(C1)(C2)[C@@H](C)N2CC1(C2)CN(C1)S(=O)(=O)C=1C(=NC(=CC1)C(F)(F)F)C |r| rac-2-(1-(1-methyl-2-oxabicyclo[2.1.1]hexan-4-yl)ethyl)-6-((2-methyl-6-(trifluoromethyl)pyridin-3-yl)sulfonyl)-2,6-diazaspiro[3.3]heptane